bis(4-aminophenyl)-hexafluoropropane NC1=CC=C(C=C1)C(C(F)(F)F)(C(F)(F)F)C1=CC=C(C=C1)N